COC=1C=C2C(=CC=NC2=CC1OC)OC1=CC(=C(C(=C1)F)C(C(=O)OCC)=O)F ethyl 2-(4-((6,7-dimethoxyquinolin-4-yl) oxy)-2,6-difluorophenyl)-2-oxoacetate